tert-Butyl (R)-1-amino-4-chloro-3-(2-fluorophenyl)-6a,7,9,10-tetrahydro-6H-pyrazino[2,1-c]pyrido[3,4-f][1,4]oxazepine-8(12H)-carboxylate NC1=NC(=C(C2=C1CN1[C@@H](CO2)CN(CC1)C(=O)OC(C)(C)C)Cl)C1=C(C=CC=C1)F